C(CCCCC)OCC(CO)(COCCCCCC)COCCCCCC 3-(hexyloxy)-2,2-bis((hexyloxy)methyl)propan-1-ol